5-(4-(1-(2-(Diethylamino)ethyl)-1H-pyrazol-4-yl)-2-fluoro-6-hydroxyphenyl)-1,2,5-thiadiazolidin-3-one 1,1-dioxide C(C)N(CCN1N=CC(=C1)C1=CC(=C(C(=C1)O)N1CC(NS1(=O)=O)=O)F)CC